[Pd+2].C(C=1C(O)=CC=CC1)(=O)O (salicylic acid) palladium (II)